ClC=1C(=NC(=C(C1F)Cl)F)F (l)-3,5-dichloro-2,4,6-trifluoropyridine